N-(4-(4,4-dimethylcyclohexyl)phenyl)-4-(pyrrolidin-1-yl)butanamide CC1(CCC(CC1)C1=CC=C(C=C1)NC(CCCN1CCCC1)=O)C